CO\C=C(\C(=O)OC)/OC1=C(C=CC(=C1)N1N=C(C=C1)C(=NOC)C)C methyl (Z)-3-methoxy-2-[5-[3-(N-methoxy-C-methyl-carbonimidoyl)pyrazol-1-yl]-2-methyl-phenoxy]prop-2-enoate